CC1=C(C=C(NCC2=CC=NC=C2)C=C1)S(=O)(=O)N1CCOCC1 4-methyl-3-(morpholinosulfonyl)-N-(pyridin-4-ylmethyl)aniline